CC1=CC=C(C=C1)S(=O)(=O)ON=C1C=CC(S1)=C(C#N)C1=C(C=CC=C1)C (5-p-toluenesulfonyloxyimino-5H-thiophen-2-ylidene)-(2-methylphenyl)acetonitrile